N1(N=CN=C1)C(=O)N1N=CN=C1 bis(1,2,4-triazol-1-yl)methanone